6-bromo-2-(((1r,4r)-4-(dimethylamino)cyclohexyl)amino)-8-isopropylpyrido[2,3-d]pyrimidin-7(8H)-one BrC1=CC2=C(N=C(N=C2)NC2CCC(CC2)N(C)C)N(C1=O)C(C)C